S(C)(=O)(=O)OCC1C(C1)COS(C)(=O)=O cyclopropane-1,2-diylbis(methylene) dimesylate